7-cyano-N-((1-(hydroxymethyl)cyclopropyl)methyl)-4-(isopropylamino)-5H-pyrido[3,2-b]indole-3-carboxamide C(#N)C=1C=CC=2C3=C(NC2C1)C(=C(C=N3)C(=O)NCC3(CC3)CO)NC(C)C